8Z,10E,12Z-Heptadecatrienoic acid C(C=CC=CC=CCCCCCCCCCC)(=O)O